4-(2,6-difluorophenylsulfonamido)-3-fluoro-N-methoxy-N,1-dimethyl-1H-pyrrole-2-carboxamide FC1=C(C(=CC=C1)F)S(=O)(=O)NC=1C(=C(N(C1)C)C(=O)N(C)OC)F